C(C=C)(=O)C=1C(=C(C(C(=O)O)=CC1)C(=O)O)CC acryloylethylphthalic acid